(5S,8S,10aR)-3-acetyl-5-amino-6-oxo-decahydropyrrolo[1,2-a][1,5]diazocine-8-carboxylic acid allyl ester C(C=C)OC(=O)[C@@H]1CC[C@H]2N1C([C@H](CN(CC2)C(C)=O)N)=O